(3R,4R)-4-methyl-3-(methyl-7H-pyrrolo[2,3-d]pyrimidin-4-ylamino)-beta-oxo-1-piperidinepropionitrile citrate C(CC(O)(C(=O)O)CC(=O)O)(=O)O.C[C@H]1[C@H](CN(CC1)C(CC#N)=O)N(C=1C2=C(N=CN1)NC=C2)C